Cl.Cl.[C@@H]12N(C[C@@H](NC1)C2)C2=CC=C(C=N2)C=2C=1N(C=C(C2)C=2C=NN(C2)C)N=CC1C#N 4-(6-((1S,4S)-2,5-diazabicyclo[2.2.1]heptan-2-yl)pyridin-3-yl)-6-(1-methyl-1H-pyrazol-4-yl)pyrazolo[1,5-a]pyridine-3-carbonitrile dihydrochloride